1-bromo-4-iodo-2-(methoxymethyloxy)benzene BrC1=C(C=C(C=C1)I)OCOC